N-[[5-[5-(difluoromethyl)-1,3,4-oxadiazol-2-yl]pyrazin-2-yl]methyl]-N-(3-fluorophenyl)-1-imino-1-oxo-1,4-thiazine-4-carboxamide FC(C1=NN=C(O1)C=1N=CC(=NC1)CN(C(=O)N1C=CS(C=C1)(=O)=N)C1=CC(=CC=C1)F)F